5-chloro-4-(2-isopropyltetrahydropyran-4-yl)-2-(4-pyridyl)-1H-pyrimidin-6-one ClC1=C(N=C(NC1=O)C1=CC=NC=C1)C1CC(OCC1)C(C)C